C1=C(C=CC=2C3=CC=CC=C3C3=CC=CC=C3C12)C1=C(C2=C(SC3=C2C=CC=C3)C=C1)C1=CC=CC=C1 (triphenylen-2-yl)phenyldibenzothiophene